methionineodopa N([C@@H](CCSC)C(=O)O)N[C@H](C(=O)O)CC1=CC=C(O)C(O)=C1